C(C)(C)(C)OC(=O)N1CCN(CC1)CC1=CC(=NC2=CC(=CC=C12)Br)NN1C(C(=C(C1=O)C)CCC(=O)OC)=O Methyl 3-(1-{[4-({4-[(tert-butyl)oxycarbonyl]piperazinyl}methyl)-7-bromo (2-quinolyl)] amino}-4-methyl-2,5-dioxoazolin-3-yl)propanoate